FC=1C(=NC(=NC1)NC1=CC=C(C=N1)N1CC2(CN(C2)C(=O)OC(C)(C)C)C1)C=1C=NN2C1[C@H](CCCC2)C tert-butyl (S)-6-(6-((5-fluoro-4-(4-methyl-5,6,7,8-tetrahydro-4H-pyrazolo[1,5-a]azepin-3-yl)pyrimidin-2-yl)amino)pyridin-3-yl)-2,6-diazaspiro[3.3]heptane-2-carboxylate